4,6-dibromothieno[3,4-B]thiophene-2-carboxylate BrC=1SC(=C2SC(=CC21)C(=O)[O-])Br